tetramethyl-L-tartaric acid amide CO[C@]([C@](C(=O)N)(OC)C)(C(=O)O)C